F[C@H]1CN(C[C@@H](C1)NC1=C2C(=C(N=N1)C1=C(C=C(C=C1)F)OC)C=NC=C2)C(=O)OC(C)(C)C tert-butyl (3R,5R)-3-fluoro-5-((4-(4-fluoro-2-methoxyphenyl)pyrido[3,4-d]pyridazin-1-yl)amino)piperidine-1-carboxylate